5-(1-ethylpyrazol-4-yl)-2-thiazolePhenone C(C)N1N=CC(=C1)C1=CN=C(S1)C(=O)C1=CC=CC=C1